[Be].N1=C(C=CC2=CC=C3C(=C12)C=CC=C3)O Benzoquinolinol beryllium